(1R,2S)-1-[4-(5-Bromopentyloxy)phenyl]-2-phenyl-tetrahydronaphthalen-6-ol BrCCCCCOC1=CC=C(C=C1)[C@H]1[C@H](CCC2=CC(=CC=C12)O)C1=CC=CC=C1